C1(CC1)[C@@H]1NC2=CC=C(C=C2[C@@H]([C@H]1C)NC(OCC1=CC=CC=C1)=O)F benzyl ((2S,3S,4R)-2-cyclopropyl-6-fluoro-3-methyl-1,2,3,4-tetrahydroquinolin-4-yl)carbamate